4,4'-[2,2,2-Trifluoro-1-(trifluoromethyl)ethylidene]bis[N1-phenyl-1,2-benzenediamine] FC(C(C(F)(F)F)(C=1C=C(C(=CC1)NC1=CC=CC=C1)N)C=1C=C(C(=CC1)NC1=CC=CC=C1)N)(F)F